C1(=CC=CC2=CC=CC=C12)[C@@H](C)NC(=O)C=1C=C(C=CC1)N1CCN(CC1)C(=O)OC(C)(C)C tert-butyl 4-[3-[[(1R)-1-(1-naphthyl)ethyl]carbamoyl]phenyl]piperazine-1-carboxylate